[6-(3-cyclopropyl-1H-1,2,4-triazol-5-yl)-2-azaspiro[3.3]heptan-2-yl]-[6-[[5-(trifluoromethyl)-1H-imidazol-2-yl]methyl]-2,6-diazaspiro[3.3]heptan-2-yl]methanone C1(CC1)C1=NNC(=N1)C1CC2(CN(C2)C(=O)N2CC3(C2)CN(C3)CC=3NC(=CN3)C(F)(F)F)C1